2,7-Dihexyloxypyrene tert-butyl-3-((2-((1S,3R)-2-(2-fluoro-2-methylpropyl)-3-methyl-2,3,4,9-tetrahydro-1H-pyrido[3,4-b]indol-1-yl)thiazol-5-yl)methyl)azetidine-1-carboxylate C(C)(C)(C)OC(=O)N1CC(C1)CC1=CN=C(S1)[C@H]1N([C@@H](CC2=C1NC1=CC=CC=C21)C)CC(C)(C)F.C(CCCCC)OC2=CC1=CC=C3C=C(C=C4C=CC(=C2)C1=C43)OCCCCCC